COC1=C(C=CC(=C1)C(=O)N1CCN(CC1)CC=1C=NC=CC1C(F)(F)F)NS(=O)(=O)C=1C=CC=C2C=CC=NC12 N-(2-methoxy-4-(4-((4-(trifluoromethyl)pyridin-3-yl)methyl)piperazine-1-carbonyl)phenyl)quinoline-8-sulfonamide